COC=1C=C(OC2=CC=C3N=C4CCCCC4=C(C3=C2)N)C=CC1 7-(3-methoxyphenoxy)-1,2,3,4-tetrahydroacridine-9-amine